4-fluoro-N-(3-(4-methylpiperazin-1-yl)-1,2,4-thiadiazol-5-yl)-1-(pyridin-4-ylmethyl)-1H-pyrrole-2-carboxamide FC=1C=C(N(C1)CC1=CC=NC=C1)C(=O)NC1=NC(=NS1)N1CCN(CC1)C